C(#N)C=1C=CC(=C2C=CC=NC12)N1C[C@@]2(C[C@@]2(C1)C(F)(F)F)C1=NN=C(O1)C12CCC(CC1)(CC2)NC(=O)[C@H]2NCCOC2 (S)-N-(4-(5-((1S,5R)-3-(8-cyanoquinolin-5-yl)-5-(trifluoromethyl)-3-azabicyclo[3.1.0]hexan-1-yl)-1,3,4-oxadiazol-2-yl)bicyclo[2.2.2]octan-1-yl)morpholine-3-carboxamide